OCCCCCCOC1CC(NC(C1)(C)C)(C)C 4-((6-hydroxyhexyl)oxy)-2,2,6,6-tetramethylpiperidin